3-Chloro-2-(2-(2-hydroxyethyl)imidazo[1,2-a]pyridin-7-yl)phenol ClC=1C(=C(C=CC1)O)C1=CC=2N(C=C1)C=C(N2)CCO